(1-(2-Aminopyrimidin-4-yl)-4-(3-phenylpropyl)piperidin-4-yl)methanol NC1=NC=CC(=N1)N1CCC(CC1)(CCCC1=CC=CC=C1)CO